(2-(2-aminoethoxy)ethylamino)-2-(2,6-dioxopiperidin-3-yl)isoindoline-1,3-dione NCCOCCNC1=C2C(N(C(C2=CC=C1)=O)C1C(NC(CC1)=O)=O)=O